5-(4-(hydroxymethyl)-1H-1,2,3-triazol-1-yl)-3-methylbenzo[d]oxazol-2(3H)-one OCC=1N=NN(C1)C=1C=CC2=C(N(C(O2)=O)C)C1